CN1C(N(C2=C1C=C(C=C2)N2CCC(CC2)N(C[C@@H]2CNCC2)C)C2C(NC(CC2)=O)=O)=O 3-[3-methyl-5-(4-{methyl-[(3S)-pyrrolidin-3-ylmethyl]amino}piperidin-1-yl)-2-oxo-1,3-benzodiazol-1-yl]piperidine-2,6-dione